ClC1=NC=2N(C(=C1)O)N=C(C2)[C@H]2N(CCCC2)C(=O)OC(C)(C)C tert-butyl (2S)-2-(5-chloro-7-hydroxy-pyrazolo[1,5-a]pyrimidin-2-yl)piperidine-1-carboxylate